COCC[C@@H]1N(CCN(C1)C=1C2=C(N=C(N1)OC[C@H]1N(CCC1)C)CN(CC2)C2=CC=CC1=CC=CC=C21)C(=O)OC(C)(C)C tert-butyl (S)-2-(2-methoxyethyl)-4-(2-(((S)-1-methylpyrrolidin-2-yl)methoxy)-7-(naphthalen-1-yl)-5,6,7,8-tetrahydropyrido[3,4-d]pyrimidin-4-yl)piperazine-1-carboxylate